1-(8-(4-fluorobenzyl)-3,4-dihydropyrido[2,3-b][1,4]oxazepin-1(2H)-yl)-2-((2R,5R)-5-methyl-2-(((R)-3-methylmorpholino)methyl)piperazin-1-yl)ethan-1-one FC1=CC=C(CC2=CC3=C(OCCCN3C(CN3[C@H](CN[C@@H](C3)C)CN3[C@@H](COCC3)C)=O)N=C2)C=C1